Cl.NC1(CCC1)C1=CN=C(S1)OC1CC(C1)C=1C=NC(=NC1)NC1=C(C=C(C=C1)S(=O)(=O)N)F 4-((5-((1s,3s)-3-((5-(1-aminocyclobutyl)thiazol-2-yl)oxy)cyclobutyl)pyrimidin-2-yl)amino)-3-fluorobenzenesulfonamide HCl salt